C(CC)OC(NC1=C(C=C(C=C1)NCC1=CC=C(C=C1)SC)I)=O [2-Iodo-4-(4-methylsulfanyl-benzylamino)-phenyl]-carbamic acid propyl ester